[Na+].OCC1=C(C=C(C=C1)[N+](=O)[O-])CS(=O)(=O)[O-] [2-(hydroxymethyl)-5-nitro-phenyl]methanesulfonic acid sodium salt